COC(C(=O)O)C 2-methoxy-propanoic acid